4-methyl-6-{[(3R)-pyrrolidin-3-yl]amino}-3,4-dihydro-2,7-naphthyridin-1(2H)-one CC1CNC(C2=CN=C(C=C12)N[C@H]1CNCC1)=O